Trans-4-(piperidin-1-ylmethyl)cyclohexanecarboxylic acid methyl ester COC(=O)[C@@H]1CC[C@H](CC1)CN1CCCCC1